(4-amino-7-fluorothieno[3,4-c]quinolin-8-yl)(2-(5-(trifluoromethyl)pyridin-2-yl)pyrazolidin-1-yl)methanone NC1=NC=2C=C(C(=CC2C=2C1=CSC2)C(=O)N2N(CCC2)C2=NC=C(C=C2)C(F)(F)F)F